(2-((2S)-2-((1aR,3aR,3bS,5aS,6R,8aS,8bS,10aR)-10-methoxy-3a,5a-dimethylhexadecahydrocyclopenta[a]cyclopropa[2,3]cyclopenta[1,2-f]naphthalen-6-yl)propoxy)pyridin-3-yl)methanol COC1[C@@]23[C@@]([C@H]4CC[C@]5([C@H]([C@@H]4C1)CC[C@@H]5[C@@H](COC5=NC=CC=C5CO)C)C)(CC[C@@H]2C3)C